BrC=1C(=C(C(=O)OC)C=C(C1C(=O)C1=C(C=CC(=C1)F)Cl)F)C methyl 3-bromo-4-[(2-chloro-5-fluorophenyl) carbonyl]-5-fluoro-2-methylbenzoate